(3-(aminoethylamino)propyl)-methyldimethoxysilane NCCNCCC[Si](OC)(OC)C